C(C)NC(=O)C1=CC=C(C=N1)C=1C(CN(CC1)CC=1C=C2NC(C=3N(C2=CC1)C=CC3F)=O)C n-ethyl-1'-((3-fluoro-4-oxo-4,5-dihydropyrrolo[1,2-a]quinoxalin-7-yl)methyl)-3'-methyl-1',2',3',6'-tetrahydro-[3,4'-bipyridine]-6-carboxamide